2-{[(1S)-1-(4-{[(2R)-4-Acryloyl-2-(propan-2-yl)piperazin-1-yl]methyl}phenyl)ethyl]amino}-8-ethyl-pyrido[2,3-d]pyrimidin-7(8H)-on C(C=C)(=O)N1C[C@H](N(CC1)CC1=CC=C(C=C1)[C@H](C)NC=1N=CC2=C(N1)N(C(C=C2)=O)CC)C(C)C